O=C1C2=C(C=NN1COCC[Si](C)(C)C)N(C=C2)CCOCCC(=O)OC(C)(C)C tert-butyl 3-(2-(4-oxo-5-((2-(trimethylsilyl)ethoxy)methyl)-4,5-dihydro-1H-pyrrolo[2,3-d]pyridazin-1-yl)ethoxy)propanoate